N-(4-((1-cyclopentyl-2-oxo-2,3-dihydro-1H-imidazo[4,5-b]pyridine-7-yl)oxy)-3-fluorophenyl)-1-phenyl-5-(trifluoromethyl)-1H-imidazole-4-carboxamide C1(CCCC1)N1C(NC2=NC=CC(=C21)OC2=C(C=C(C=C2)NC(=O)C=2N=CN(C2C(F)(F)F)C2=CC=CC=C2)F)=O